FC1=C(C(=C(C(=C1F)F)F)F)CCCC(=O)O 4-(perfluorophenyl)butyric acid